FC(C(=O)O)(F)F.CC1=C(C(=O)N[C@H](C)C2=CC=CC3=CC=CC=C23)C=C(C=C1)NC[C@@H]1NCCC1 2-methyl-N-((R)-1-(naphthalen-1-yl)ethyl)-5-((((R)-pyrrolidin-2-yl)methyl)amino)benzamide 2,2,2-trifluoroacetate